5-bromo-4-(4-fluorophenyl)-1H-imidazole BrC1=C(N=CN1)C1=CC=C(C=C1)F